6-{7-[(3S,4S)-3-fluoro-2,2,6,6-tetramethylpiperidin-4-yl]-6,7-dihydro-5H-pyrrolo[2,3-c]pyridazin-3-yl}-2-methyl-1,3-benzothiazol-5-ol F[C@@H]1C(NC(C[C@@H]1N1CCC2=C1N=NC(=C2)C2=CC1=C(N=C(S1)C)C=C2O)(C)C)(C)C